3-(4-acetamidophenyl)-N-(2-methoxy-4-pyridyl)-N-methyl-pyrazolo[1,5-a]pyridine-5-carboxamide C(C)(=O)NC1=CC=C(C=C1)C=1C=NN2C1C=C(C=C2)C(=O)N(C)C2=CC(=NC=C2)OC